C(C)(C)(C)OC(N[C@@H]1CC[C@H](CC1)N(C(=O)NCC(F)F)C1=NC=C(C=C1)C=1C=NC(=NC1)OC)=O (trans-4-(3-(2,2-difluoroethyl)-1-(5-(2-methoxypyrimidin-5-yl)pyridin-2-yl)ureido)cyclohexyl)carbamic acid tert-butyl ester